P(F)(F)OC(COCC=C)COCC#C (allyloxy)-3-(propargyloxy)-2-propanol difluorophosphite